(9Z)-9-cycloheptadecene-1-one C1(CCCCCCC\C=C/CCCCCCC1)=O